ClC1=C2C=CC=CC2=C(C2=CC=CC=C12)C1=CC=C(C=C1)C=1C=NC=CC1 3-(4-(10-chloroanthracene-9-yl)phenyl)pyridine